1-(3-aminohexyl)-3-butyl-imidazolium chloride [Cl-].NC(CCN1C=[N+](C=C1)CCCC)CCC